5-fluoro-4-oxopentanoic acid FCC(CCC(=O)O)=O